C(C)(C)(C)C1=NC(=NC=C1)C1C(CC1)C=1NC(C2=C(N1)N(N=C2C#N)[C@@H](C)C=2C=NC(=CC2)C(F)(F)F)=O 6-(2-(4-(tert-butyl)pyrimidin-2-yl)cyclobutyl)-4-oxo-1-((S)-1-(6-(trifluoromethyl)pyridin-3-yl)ethyl)-4,5-dihydro-1H-pyrazolo[3,4-d]pyrimidine-3-carbonitrile